BrC=1C=C(C=2N(C1)C1(NC2)CC(CCC1)C)C 6'-BROMO-3,8'-DIMETHYL-2'H-SPIRO[CYCLOHEXANE-1,3'-IMIDAZO[1,5-A]PYRIDIN]